tert-butyl(1-(5-formyl-2-hydroxyphenyl)-1-oxo-5,8,11-trioxo-2-azatridecan-13-yl)carbamate C(C)(C)(C)OC(NCCC(CCC(CCC(CCNC(=O)C1=C(C=CC(=C1)C=O)O)=O)=O)=O)=O